N1C(=NC=C1)CN1CC(N(CC1)CC1=C2C=CN(C2=C(C=C1OC)C)C(=O)[O-])C1=CC=C(C=C1)C(=O)OC 4-((4-((1H-imidazol-2-yl)methyl)-2-(4-(methoxycarbonyl)phenyl)piperazin-1-yl)methyl)-5-methoxy-7-methyl-1H-indole-1-carboxylate